COC1=C(C#N)C=C(C=N1)C=1C=CC=2N=CN=C(C2N1)N[C@H](C(=O)N1CCN(CC1)C)C[Se]C (R)-2-methoxy-5-(4-((1-(4-methyl-1-piperazinyl)-3-(methylseleno)-1-oxo-2-propyl)amino)-6-pyrido[3,2-d]pyrimidinyl)nicotinonitrile